N1=C2C(=CC=C1)CN(C21COC1)C(=O)[O-] spiro[oxetane-3,7'-pyrrolo[3,4-b]pyridine]-6'(5'H)-carboxylate